CC1(C2C3C4C=CC(C3C(C1)C2)C4)C(=O)OC(CC)C 8-methyl-8-(1-methylpropoxy)carbonyltetracyclo[4.4.0.12,5.17,10]dodec-3-ene